C(C1CCC(CC1)N)C1CCC(CC1)N 4,4'-methylenebiscyclohexanamine